NCC1=NC=CC(=C1F)C1=CC2=C(OC=C2COC2=C(C=CC=C2)CC(=O)O)C2=C1OC=C2 2-(2-((5-(2-(aminomethyl)-3-fluoropyridin-4-yl)benzo[1,2-b:3,4-b']difuran-3-yl)methoxy)phenyl)acetic acid